3-Allyl-Succinimid C(C=C)C1CC(=O)NC1=O